tert-butyl (R)-3-(4-aminophenoxy)-2-hydroxypropionate NC1=CC=C(OC[C@H](C(=O)OC(C)(C)C)O)C=C1